4-((3-Cyano-4-methoxypyrazolo[1,5-c]pyrimidin-5-yl)amino)-6-(cyclopropanecarboxamido)-N-(methyl-d3)nicotinamide C(#N)C=1C=NN2C=NC(=C(C21)OC)NC2=CC(=NC=C2C(=O)NC([2H])([2H])[2H])NC(=O)C2CC2